CC1CCC(N(C1)C(=O)OC(C)(C)C)C1=CC=C(C=C1)S(N)(=O)=O tert-butyl 5-methyl-2-(4-sulfamoylphenyl)piperidine-1-carboxylate